FC(C1=NC=CC=C1C1CN(C1)C(=O)OC(C)(C)C)F tert-butyl 3-(2-(difluoromethyl) pyridin-3-yl)azetidine-1-carboxylate